5-([1,2,4]triazolo[1,5-a]pyridin-6-yl)-N-(4-(methoxythio)phenyl)-1-(6-methylpyridin-2-yl)-1H-pyrazole-3-carboxyamide N=1C=NN2C1C=CC(=C2)C2=CC(=NN2C2=NC(=CC=C2)C)CC(=O)NC2=CC=C(C=C2)SOC